NC=1N=CC(=NC1C(NC1=CC=CC=C1)=O)C1=CC=C(C(=O)O)C=C1 4-(5-amino-6-(phenylcarbamoyl)pyrazin-2-yl)benzoic acid